3-[4-[4-(2,6-diazaspiro[3.3]heptan-2-yl)-1-piperidyl]-3-fluoro-anilino]piperidine-2,6-dione C1N(CC12CNC2)C2CCN(CC2)C2=C(C=C(NC1C(NC(CC1)=O)=O)C=C2)F